tert-Butyl 3-[[3-amino-7-(2-fluoro-6-methyl-phenyl)-5-isoquinolyl]oxy]azetidine-1-carboxylate NC=1N=CC2=CC(=CC(=C2C1)OC1CN(C1)C(=O)OC(C)(C)C)C1=C(C=CC=C1C)F